[C@@H]12CNC[C@H]2C1NC=1N=CC2=C(N1)C(=NC(=C2)C(F)F)NC(C)(C)C N2-((1R,5S,6s)-3-azabicyclo[3.1.0]hexan-6-yl)-N8-(tert-butyl)-6-(difluoromethyl)pyrido[3,4-d]pyrimidine-2,8-diamine